silane titanium (III) [Ti+3].[SiH4]